6-bromo-1,3-dimethyl-4-(tetrahydro-2H-pyran-4-yl)-1,3-dihydro-2H-benzo[d]imidazole-2-one BrC=1C=C(C2=C(N(C(N2C)=O)C)C1)C1CCOCC1